C1(CCC(=O)OCO1)=O α-methylene succinate